ClC1=C(C=CC=2C(=C3N(C12)CCN(C3)C(CN3C(CCC3)=O)=O)C=3C=NNC3)Cl 1-(2-(6,7-Dichloro-10-(1H-pyrazol-4-yl)-3,4-dihydropyrazino[1,2-a]indol-2(1H)-yl)-2-oxoethyl)pyrrolidin-2-one